5-chloro-N-(1-(3-fluoro-4-nitrobenzyl)-1H-pyrazol-4-yl)-4-(1-(benzenesulfonyl)-1H-indol-3-yl)pyrimidin-2-amine ClC=1C(=NC(=NC1)NC=1C=NN(C1)CC1=CC(=C(C=C1)[N+](=O)[O-])F)C1=CN(C2=CC=CC=C12)S(=O)(=O)C1=CC=CC=C1